(2S)-3-(3-cyanophenyl)-2-[9H-fluoren-9-ylmethoxycarbonyl-(methyl)amino]propanoic acid C(#N)C=1C=C(C=CC1)C[C@@H](C(=O)O)N(C)C(=O)OCC1C2=CC=CC=C2C=2C=CC=CC12